ClC1(CCCCC1)P(C1CCCCC1)C1CCCCC1 chloro(tricyclohexylphosphine)